5-(((2R,6S)-2,6-dimethyl-morpholino)methyl)-4-(pyridin-2-yl)-N-(4-(trifluoromethyl)pyridin-2-yl)thiazol-2-amine C[C@H]1O[C@H](CN(C1)CC1=C(N=C(S1)NC1=NC=CC(=C1)C(F)(F)F)C1=NC=CC=C1)C